1-(2-((1-((dimethylamino)methyl)cyclopropyl)methoxy)-6-(3-hydroxy-8-iodo-1-naphthoyl)-6,7-dihydro-5H-pyrrolo[3,4-d]pyrimidin-4-yl)piperidine-4-carbonitrile CN(C)CC1(CC1)COC=1N=C(C2=C(N1)CN(C2)C(=O)C2=CC(=CC1=CC=CC(=C21)I)O)N2CCC(CC2)C#N